C(#N)C1(CC=C(C=C1)C1=CC=C(C=C1)C=1OC2=C(N1)C(=CC(=C2)C2=CC=C(C=C2)C=2C=NC=CC2)C2=CC=CC=C2)C2=CC=CC=C2 2-(4'-cyano-[1,1':4',1'']terphenyl-4-yl)-4-phenyl-6-{4-(pyridine-3-yl)-phenyl}-benzoxazole